tert-Butyl 6-(2-methyl-4-(trifluoromethyl)benzyl)-2-azaspiro[3.4]octane-2-carboxylate CC1=C(CC2CC3(CN(C3)C(=O)OC(C)(C)C)CC2)C=CC(=C1)C(F)(F)F